1-(4-tert-butylphenyl)pyrazole-4-carboxylic acid C(C)(C)(C)C1=CC=C(C=C1)N1N=CC(=C1)C(=O)O